[Si](C1=CC=CC=C1)(C1=CC=CC=C1)(C(C)(C)C)OC1C(COC1)(C)N1CCC(CC1)C1=C(C=C2C=NC(=NC2=C1)N(C(OC(C)(C)C)=O)C=1C=NN(C1Cl)C1CC1)Cl tert-butyl (7-(1-(4-((tert-butyldiphenylsilyl)oxy)-3-methyltetrahydrofuran-3-yl)piperidin-4-yl)-6-chloroquinazolin-2-yl)(5-chloro-1-cyclopropyl-1H-pyrazol-4-yl)carbamate